C(C1=CC=CC=C1)C1CCN(CC1)CC=1NC(=NN1)C=1NC=2C=C3C(=CC2C1)OCO3 6-(5-((4-benzylpiperidin-1-yl)methyl)-4H-1,2,4-triazol-3-yl)-5H-[1,3]dioxolo[4,5-f]indole